N-[(2-chloro-5-nitrophenyl)methylene]-P-phenyl-P-(2,4,6-trimethylphenyl)-phosphinic acid amide ClC1=C(C=C(C=C1)[N+](=O)[O-])C=NP(=O)(C1=C(C=C(C=C1C)C)C)C1=CC=CC=C1